CS(=O)(=O)N1CC(CCC1)CNC1=C(C=C(C=C1)S(=O)(=O)NC(C1=C(C=CC=C1)OC=1C=C2C(=NC1)NC=C2)=O)[N+](=O)[O-] N-{[4-({[1-(methylsulfonyl)piperidin-3-yl]methyl}amino)-3-nitrophenyl]sulfonyl}-2-(1H-pyrrolo[2,3-b]pyridin-5-yloxy)benzamide